1,N1-diethyl-4-nitrobenzene-1,3-diamine C(C)C1(CC(=C(C=C1)[N+](=O)[O-])N)NCC